dimethyl-1,3-cyclopentanedicarboxylic acid CC1C(CCC1C(=O)O)(C(=O)O)C